C1(CCCC1)C=1C=CC(=NC1)NC([C@H](C)N1C[C@@H](C(CC1)(F)F)C1=CNC(C=C1)=O)=O (S)-N-(5-cyclopentyl-pyridin-2-yl)-2-((S)-4,4-difluoro-3-(6-oxo-1,6-dihydropyridin-3-yl)piperidin-1-yl)propanamide